[NH4+].FC(C(=O)[O-])(F)F trifluoroacetic acid ammonium salt